2-amino-5-((9-chloro-7-(5-fluoro-1H-indol-1-yl)-2,3-dihydrobenzo[f][1,4]oxazepin-4(5H)-yl)methyl)pyrimidin-4(3H)-one NC1=NC=C(C(N1)=O)CN1CCOC2=C(C1)C=C(C=C2Cl)N2C=CC1=CC(=CC=C21)F